ClC=1C=C2C3=C(NC2=CC1F)C(N(CC3)C3=NC=CC=N3)C=C(C)C 6-chloro-7-fluoro-1-(2-methylprop-1-en-1-yl)-2-(pyrimidin-2-yl)-2,3,4,9-tetrahydro-1H-pyrido[3,4-b]indole